[Co].[Fe] iron-cobalt